NC1=NN2C(N=CC=C2)=C1C(=O)NC(C)C=1C=C(C2=CNN=C2C1C=1CC=NCC1)Cl 4-[6-(1-{[(2-Aminopyrazolo[1,5-a]pyrimidin-3-yl)carbonyl]amino}ethyl)-4-chloro-2H-indazol-7-yl]-3,6-dihydropyridin